6-(benzofuran-2-ylmethyl)-6'-methyl-3',4',5',6'-tetrahydro-3H-spiro[isobenzofuran-1,2'-pyran]-3',4',5'-triol O1C(=CC2=C1C=CC=C2)CC2=CC=C1COC3(OC(C(C(C3O)O)O)C)C1=C2